3-bromo-5-(3-chloro-4-fluorophenoxy)-1-isobutyl-1H-1,2,4-triazole BrC1=NN(C(=N1)OC1=CC(=C(C=C1)F)Cl)CC(C)C